P(=O)(O)(O)OC[C@@H]1[C@H](C[C@@H](O1)N1C(=O)NC(=O)C=C1)O deoxyuridine 5'-monophosphate